methyl N-[5-[6-[4-(4-fluorophenyl)-2-methyl-pyrazol-3-yl]imidazo[1,2-a]pyridin-3-yl]-2-pyridyl]carbamate FC1=CC=C(C=C1)C1=C(N(N=C1)C)C=1C=CC=2N(C1)C(=CN2)C=2C=CC(=NC2)NC(OC)=O